C(=CC1=CC=CC=C1)S(=O)([O-])=S styrenethiosulfonate